BrC=1C(=CC(=C(C=O)C1)[N+](=O)[O-])N1[C@H]2CO[C@@H](C1)C2 5-bromo-2-nitro-4-[(1R,4R)-2-oxa-5-azabicyclo[2.2.1]Hept-5-yl]Benzaldehyde